C(CCCCCCC)[SnH](O[SnH3])CCCCCCCC dioctyldistannoxane